O=C1N(C(CC1)=O)OC(CCCCCCCCCCCCC(=O)NCCO[C@@H]1[C@@H](O)[C@@H](O[C@@H]2[C@@H](O)[C@@H](O)[C@H](O)[C@H](O2)CO)[C@H](O)[C@H](O1)CO[C@@H]1[C@@H](O)[C@@H](O)[C@H](O)[C@H](O1)CO)=O 14-[(2,5-Dioxopyrrolidin-1-yl)oxy]-N-(2-{[α-D-mannopyranosyl-(1→3)-[α-D-mannopyranosyl-(1→6)]-α-D-mannopyranosyl]oxy}ethyl)-14-oxo-tetradecanamide